iso-propanesulfonic acid C(C)(C)S(=O)(=O)O